2-{[(2S,4S)-4-({2-[(4-cyano-2-fluorophenoxy)methyl]pyrimidin-4-yl}oxy)-2-methylpiperidin-1-yl]methyl}-1-{[(2S)-oxetan-2-yl]methyl}-1H-1,3-benzodiazole-6-carboxylic acid C(#N)C1=CC(=C(OCC2=NC=CC(=N2)O[C@@H]2C[C@@H](N(CC2)CC2=NC3=C(N2C[C@H]2OCC2)C=C(C=C3)C(=O)O)C)C=C1)F